BrC1=CC=C(C2=C1OC1=C2C=CC=C1)Cl 4-Bromo-1-chlorodibenzofuran